ClC=1N=C2C(=NC1C(C#CC)S(=O)(=O)N)N(C(=N2)C2=NC(=CC=C2)OCC)C2=C(C=CC=C2OC)OC (5-chloro-1-(2,6-dimethoxyphenyl)-2-(6-ethoxypyridin-2-yl)-1H-imidazo[4,5-b]pyrazin-6-yl)but-2-yne-1-sulfonamide